C1(CCCCC1)CC(=O)O[C@@H]1[C@H](O[C@H]([C@]1(C)F)N1C2=NC(=NC(=C2N=C1)NC)N)COP(=O)(OCOC(C(C)(C)C)=O)OCOC(C(C)(C)C)=O (2R,3R,4R,5R)-5-(2-amino-6-(methylamino)-9H-purin-9-yl)-4-fluoro-2-(((bis-((pivaloyloxy)methoxy)phosphoryl) oxy)methyl)-4-methyltetrahydrofuran-3-yl cyclohexylacetate